1'-((3,6-difluoro-4-oxo-4,5-dihydropyrrolo[1,2-a]quinoxalin-7-yl)methyl)-2-fluoro-N-methyl-1',2',3',6'-tetrahydro-[3,4'-bipyridine]-6-carboxamide FC=1C=CN2C1C(NC1=C(C(=CC=C21)CN2CCC(=CC2)C=2C(=NC(=CC2)C(=O)NC)F)F)=O